ClC1=C(C(=CC=C1Cl)F)C1(CN(C1)C(C=C)=O)NC=1C=CC2=C(N(N=C2C1)CC(=O)O)C(F)(F)F (6-{[3-(2,3-dichloro-6-fluorophenyl)-1-(prop-2-enoyl)azetidin-3-yl]amino}-3-(trifluoromethyl)indazol-2-yl)acetic acid